2,3-dibromopentanoic acid BrC(C(=O)O)C(CC)Br